[Si](C1=CC=CC=C1)(C1=CC=CC=C1)(C(C)(C)C)O[C@H]1C[C@H](CC1)OC1=C(C=C(OC1=O)C(=O)O)C1=NC=CC=C1OC 5-{[cis-3-[(tert-butyldiphenylsilyl)oxy]cyclopentyl]oxy}-4-(3-methoxypyridin-2-yl)-6-oxopyran-2-carboxylic acid